7-methoxy-3,4-dimethyl-2H-pyrazolo[3,4-d]pyridazine COC1=NN=C(C=2C1=NNC2C)C